BrC=1C=C(C=CC1C(C)(C)O[Si](C)(C)C(C)(C)C)B(O)O [3-bromo-4-[1-[tert-butyl(dimethyl)silyl]oxy-1-methyl-ethyl]phenyl]boronic acid